(2S)-2-[(2S)-2-amino-3-{4-[bis(2-chloroethyl)amino]phenyl}propionylamino]-3-(4-fluorophenyl)propionic acid (2H5)ethyl ester hydrochloride Cl.C(C([2H])([2H])[2H])([2H])([2H])OC([C@H](CC1=CC=C(C=C1)F)NC([C@H](CC1=CC=C(C=C1)N(CCCl)CCCl)N)=O)=O